tert-Butyl 4-oxo-2-(4-((4-((5-(trifluoromethyl)pyridin-2-yl)amino)piperidin-1-yl)sulfonyl)phenyl)-6,7-dihydrothiazolo[5,4-c]pyridine-5(4H)-carboxylate O=C1N(CCC2=C1SC(=N2)C2=CC=C(C=C2)S(=O)(=O)N2CCC(CC2)NC2=NC=C(C=C2)C(F)(F)F)C(=O)OC(C)(C)C